C(C1=CC=CC=C1)OC=1C=C(C=C(C1)C)N1C(N(C(C2=CC=CC=C12)=O)C=1C=NC=CC1)=O 1-(3-benzyloxy-5-methylphenyl)-3-(pyridin-3-yl)quinazoline-2,4(1H,3H)-dione